COC(=O)[C@H]1C[C@H](NCC1)C.C(C)(C)(C)C=1C=C(C=C(C1O)C(C)(C)C)C(C)(C)C1=CC(=C(C(=C1)C(C)(C)C)O)C(C)(C)C 2,2-bis(3,5-di-t-butyl-4-hydroxyphenyl)propane methyl-(2R,4R)-2-methylpiperidine-4-carboxylate